methyl-4-(2-(4-(4-methylpiperazine-1-carbonyl)phenyl)imidazo[2,1-b][1,3,4]thiadiazol-5-yl)benzoate COC(C1=CC=C(C=C1)C1=CN=C2SC(=NN21)C2=CC=C(C=C2)C(=O)N2CCN(CC2)C)=O